(1R,2S)-7-Chloro-1-hydroxy-1,2,3,4-tetrahydronaphthalin-2-yl-carbamat ClC1=CC=C2CC[C@@H]([C@@H](C2=C1)O)NC([O-])=O